C(C)N1CC2(CN(C2)C=2C=CC(=NC2)NC2=NC=C(C(=N2)C2=CC3=NC=CC(=C3S2)C(C)(C)O)F)C1 2-[2-[2-[[5-(6-ethyl-2,6-diazaspiro[3.3]hept-2-yl)pyridin-2-yl]amino]-5-fluoropyrimidin-4-yl]thieno[3,2-b]pyridin-7-yl]propan-2-ol